tris(9-carbazolyl)triphenylamine C1=CC=CC=2C3=CC=CC=C3N(C12)C1=C(C(=C(C=C1)N(C1=CC=CC=C1)C1=CC=CC=C1)N1C2=CC=CC=C2C=2C=CC=CC12)N1C2=CC=CC=C2C=2C=CC=CC12